4-(cyclopentylamino)-6-((2-methoxy-4-(1-methyl-1H-pyrazol-5-yl)phenyl)amino)-1H-pyrrolo[2,3-b]pyridine-3-carbonitrile C1(CCCC1)NC1=C2C(=NC(=C1)NC1=C(C=C(C=C1)C1=CC=NN1C)OC)NC=C2C#N